bis(1,5-cyclooctadiene) iridium dichloride [Ir](Cl)Cl.C1=CCCC=CCC1.C1=CCCC=CCC1